5-(2,6-Dimethylphenyl)-9,9-dioxo-2-oxa-9λ6-thia-6,8,15,26-tetraazatetracyclo[18.3.1.13,7.110,14]hexacosa-1(23),3,5,7(26),10(25),11,13,20(24),21-nonaen-16-one CC1=C(C(=CC=C1)C)C=1C=C2OC3=CC=CC(CCCC(NC4=CC=CC(S(NC(N1)=N2)(=O)=O)=C4)=O)=C3